2-(4-chloro-3,5-dimethylphenyloxy)ethanol ClC1=C(C=C(C=C1C)OCCO)C